OC(CC(=O)OCC)C ethyl 3-hydroxybutanoate